(R)-N-(6-(6-cyclopropyl-7-methoxyimidazo[1,2-b]pyridazin-3-yl)pyridin-2-yl)-5-azaspiro[2.4]heptan-7-amine C1(CC1)C=1C(=CC=2N(N1)C(=CN2)C2=CC=CC(=N2)N[C@H]2CNCC21CC1)OC